C1(CC1)N Cyclopropaneamine